C(CCCCC)C(C(=O)O)CCC hexylvaleric acid